BrC1=C(N)C(=CC(=C1)CC)F 2-bromo-4-ethyl-6-fluoroaniline